[Li+].[O-2].[Al+3].[O-2] aluminum oxide, lithium salt